ClC1=CC2=C(S1)C1(CC(N(CC1)CC=1C=NC(=NC1)NC1CCC(CC1)O)C)OCC2O 2-chloro-1'-[[2-[(4-hydroxycyclohexyl)amino]pyrimidin-5-yl]methyl]-2'-methyl-spiro[4,5-dihydrothieno[2,3-c]pyran-7,4'-piperidine]-4-ol